methyl 2-[[2-[(2R)-1-[(2,3-difluorophenyl)methyl]-5-oxopyrrolidin-2-yl]acetyl]-methylamino]acetat FC1=C(C=CC=C1F)CN1[C@H](CCC1=O)CC(=O)N(CC(=O)OC)C